di-[4-(N,N-di-p-tolyl-amino)-phenyl]cyclohexane C1(=CC=C(C=C1)N(C1=CC=C(C=C1)C)C1=CC=C(C=C1)C1(CCCCC1)C1=CC=C(C=C1)N(C1=CC=C(C=C1)C)C1=CC=C(C=C1)C)C